N1(N=CN=C1)C[C@H](C)OC=1C=C(C=CC1Cl)C=1C=NC(=NC1)NC=1C(=NN(C1)C1CCC(CC1)N1CCOCC1)OCC1=NC=CC=C1 5-(3-(((S)-1-(1H-1,2,4-triazol-1-yl)propan-2-yl)oxy)-4-chlorophenyl)-N-(1-((1r,4r)-4-morpholinocyclohexyl)-3-(pyridin-2-ylmethoxy)-1H-pyrazol-4-yl)pyrimidin-2-amine